C(C(C)(C)C)(=O)OCCOC(C(C)(C)C)=O ethylene glycol dipivalate